NC1CC(CCC1)NC(=O)NC1=NC=C(C(=C1)C1=C2N(N=C1)CC(C2)(C)C)Cl 1-(3-aminocyclohexyl)-3-(5-chloro-4-(5,5-dimethyl-5,6-dihydro-4H-pyrrolo[1,2-b]pyrazol-3-yl)pyridin-2-yl)urea